C(C)C(C(=O)O)(CC(=O)C1=C(C=CC=C1)N)N.O=CCCC(=O)O 4-oxobutanoic acid Ethyl-amino-4-(2-aminophenyl)-4-oxobutanoate